COC=1C=C2C(=CC=NC2=CC1OC)N1CCC(CC1)C(=O)N (6,7-dimethoxyquinolin-4-yl)piperidine-4-carboxamide